(3R)-3-{[2-(2-bromophenyl)[1,2,4]triazolo[1,5-c]quinazolin-5-yl]amino}azepin-2-one BrC1=C(C=CC=C1)C1=NN2C(=NC=3C=CC=CC3C2=N1)NC=1C(N=CC=CC1)=O